3-(3-(5-(tert-butyl)-1,3,4-oxadiazol-2-yl)cyclopentyl)-3-oxopropanenitrile C(C)(C)(C)C1=NN=C(O1)C1CC(CC1)C(CC#N)=O